NC1=C(C(=O)O)C(=CC=C1[N+](=O)[O-])F 2-Amino-6-fluoro-3-nitrobenzoic acid